2-cyano-5-methylpyridin-3-yl 3-[4-(4-chlorothiazol-2-yl)-1H-1,2,3-triazol-1-yl]-3-deoxy-1-thio-alpha-D-galactopyranoside ClC=1N=C(SC1)C=1N=NN(C1)[C@@H]1[C@H]([C@@H](SC=2C(=NC=C(C2)C)C#N)O[C@@H]([C@@H]1O)CO)O